FC1(CC(C1)NC=1N=CC2=C(N1)NC=C2C=2C=CC=1N(N2)C(=CN1)C)F N-(3,3-difluorocyclobutyl)-5-(3-methylimidazo[1,2-b]pyridazin-6-yl)-7H-pyrrolo[2,3-d]pyrimidin-2-amine